5-((4-(1-(4-(5-(difluoromethyl)-1,3,4-oxadiazol-2-yl)-2,6-difluorobenzyl)-1H-1,2,3-triazol-4-yl)benzyl)amino)-2-methoxynicotinamide FC(C1=NN=C(O1)C1=CC(=C(CN2N=NC(=C2)C2=CC=C(CNC=3C=NC(=C(C(=O)N)C3)OC)C=C2)C(=C1)F)F)F